tert-butyl (2-(4-amino-1H-pyrazol-1-yl)ethyl)carbamate NC=1C=NN(C1)CCNC(OC(C)(C)C)=O